C(#C)C1=CC(=NC(=N1)NCCOC)C=1C(=C(C#N)C=CC1)C 3-(6-ethynyl-2-((2-methoxyethyl)amino)pyrimidin-4-yl)-2-methylbenzonitrile